C1(CC1)C(=O)C1=NC=C(N=C1)N1[C@@H](C2=C(CC1)NC=N2)C2=NN1C(C(=CC=C1)OC(F)(F)F)=C2 (S)-cyclopropyl(5-(4-(4-(trifluoromethoxy)pyrazolo[1,5-a]pyridin-2-yl)-1,4,6,7-tetrahydro-5H-imidazo[4,5-c]pyridin-5-yl)pyrazin-2-yl)methanone